CN1C2=C(OC[C@@H](C1=O)NC(=O)C=1SC3=C(N1)C=CC=C3C3=CC=CC=C3)C=CC=C2 (S)-N-(5-methyl-4-oxo-2,3,4,5-tetrahydrobenzo[b][1,4]oxazepin-3-yl)-7-phenylbenzo[d]thiazole-2-carboxamide